(R)-6-methoxy-N-(1-(pyridin-2-yl)ethyl)-8-(4-(trifluoromethyl)phenoxy)quinoline-3-carboxamide COC=1C=C2C=C(C=NC2=C(C1)OC1=CC=C(C=C1)C(F)(F)F)C(=O)N[C@H](C)C1=NC=CC=C1